C(CCC)C(C(=O)O)(CCCCCCCC(=O)O)CCCC.C(CCCCCCCCC(=O)OCCCC)(=O)OCCCC dibutyl sebacate (dibutylsebacate)